6-chloro-3-hydroxy-2-methylbenzonitrile ClC1=CC=C(C(=C1C#N)C)O